2-bromo-N-(5-cyclobutylpyridin-2-yl)propionamide [(4-hydroxybutyl)azanediyl]di(hexane-6,1-diyl) bis(2-hexyldecanoate) C(CCCCC)C(C(=O)OCCCCCCN(CCCCCCOC(C(CCCCCCCC)CCCCCC)=O)CCCCO)CCCCCCCC.BrC(C(=O)NC1=NC=C(C=C1)C1CCC1)C